O=C1CCC(CC1)C#N 4-oxocyclohexanecarbonitrile